N4-methyl-N2-(1-methyl-1H-pyrazolo[3,4-d]pyrimidin-3-yl)-5-(trifluoromethyl)pyridine-2,4-diamine CNC1=CC(=NC=C1C(F)(F)F)NC1=NN(C2=NC=NC=C21)C